(piperidin-4-yl)-1H-benzo[d]imidazol-7-amine hydrochloride Cl.N1CCC(CC1)N1C=NC2=C1C(=CC=C2)N